C(C)(C)(C)C1=CC(=NO1)NC(C1=CC(=C(C=C1)C)I)=O N-(5-tert-butylisoxazol-3-yl)-3-iodo-4-methylbenzamide